((S)-2-hydroxy-3-methylbutyryl)-L-phenylalanine O[C@H](C(=O)N[C@@H](CC1=CC=CC=C1)C(=O)O)C(C)C